N1N=CN=C1C1CN(CC1)C(=O)N1CC(C1)C1=CC=C(C=C1)OC(C(F)(F)F)(C)C (-)-[3-(1H-1,2,4-Triazol-5-yl)pyrrolidin-1-yl]-[3-[4-(2,2,2-trifluoro-1,1-dimethyl-ethoxy)phenyl]azetidin-1-yl]methanone